3-(3-phenoxyphenyl)pyrrolidine O(C1=CC=CC=C1)C=1C=C(C=CC1)C1CNCC1